2,2,2-trifluoroethyl (3S,4R)-3-fluoro-4-(2-methoxy-5-(4,4,5,5-tetramethyl-1,3,2-dioxaborolan-2-yl)nicotinamido)pyrrolidine-1-carboxylate F[C@H]1CN(C[C@H]1NC(C1=C(N=CC(=C1)B1OC(C(O1)(C)C)(C)C)OC)=O)C(=O)OCC(F)(F)F